2-(3-{3-[1-(4-amino-3-methyl-1H-pyrazolo[3,4-d]pyrimidin-1-yl)ethyl]-5-chloro-2-methoxy-6-methylphenyl}azetidin-1-yl)propanenitrile NC1=C2C(=NC=N1)N(N=C2C)C(C)C=2C(=C(C(=C(C2)Cl)C)C2CN(C2)C(C#N)C)OC